5-((2-(4-(4-(((R)-5-(cyclohexylmethyl)-4-ethyl-1-methyl-4,5-dihydro-[1,2,4]triazolo[4,3-f]pteridin-7-yl)amino)-3-methoxybenzoyl)piperazin-1-yl)ethyl)amino)-1-oxophthalazine C1(CCCCC1)CN1[C@@H](C=2N(C=3C=NC(=NC13)NC1=C(C=C(C(=O)N3CCN(CC3)CCNC3=C4C=NNC(C4=CC=C3)=O)C=C1)OC)C(=NN2)C)CC